C(C)(=O)C=1C=CC(=C(C1)C=1C2=C(C(N(C1)C)=O)C=CS2)OC2=C(C=C(C=C2C)F)C 7-(5-acetyl-2-(4-fluoro-2,6-dimethylphenoxy)phenyl)-5-methyl-thieno[3,2-c]pyridin-4(5H)-one